OC1=C(C(=CC=C1)OC)C(C=CC1=CC=CC=C1)=O 1-(2-Hydroxy-6-methoxyphenyl)-3-phenylprop-2-en-1-one